BrC1=CC=C(C=C1)N1N=NN=C1 1-(4-bromophenyl)-1H-tetrazole